N1(C=NC2=C1C=CC=C2)CC(=O)N2[C@@H](C[C@H](C2)F)C(=O)N[C@@H](C2=CC=CC=C2)C2=CC(=C(C=C2)C2CC2)F (2S,4R)-1-(2-(1H-benzo[d]imidazol-1-yl)acetyl)-N-((S)-(4-cyclopropyl-3-fluorophenyl)(phenyl)methyl)-4-fluoropyrrolidine-2-carboxamide